(1r,4r)-methyl 4-formylcyclohexanecarboxylate COC(=O)C1CCC(CC1)C=O